2-(1,1-dimethylpropyl)-5-methylphenol, sodium salt [Na].CC(CC)(C)C1=C(C=C(C=C1)C)O